NCC(=O)NC1=NC=CC2=C1C=CN2C2=C1N=CNC1=NC(=N2)C2=NC(=CC=C2)C 2-amino-N-(1-(2-(6-methylpyridin-2-yl)-9H-purin-6-yl)-1H-pyrrolo[3,2-c]pyridin-4-yl)acetamide